N4-(benzo[d]oxazol-2(3H)-on-5-yl)-N2-((2-morpholinyl)pyridin-5-yl)-5-methylpyrimidine-2,4-diamine O1C(NC2=C1C=CC(=C2)NC2=NC(=NC=C2C)NC=2C=CC(=NC2)C2CNCCO2)=O